Cl.FC1=CC=C(C=C1)C1=NN2C(C(NCC2)C)=C1C1=C2C(=NC=C1)NC=C2 2-(4-fluorophenyl)-4-methyl-3-(1H-pyrrolo[2,3-b]pyridin-4-yl)-4,5,6,7-tetrahydropyrazolo[1,5-a]pyrazine hydrogen chloride